NC1=CC2=C(N(CC(O2)C2=C(C=CC=C2)Cl)C(=O)NCC)C=C1 7-amino-2-(2-chlorophenyl)-N-ethyl-2,3-dihydro-4H-1,4-benzoxazine-4-carboxamide